5-(3-bromophenyl)-7-(2-fluorophenyl)imidazo[5,1-b]thiazole BrC=1C=C(C=CC1)C1=NC(=C2SC=CN21)C2=C(C=CC=C2)F